C(C)(C)(C)OC(=O)N(C(=O)OC(C)(C)C)C1=NC=C(C2=CC=C(C=C12)C1=CN=C2N1C=CC(=C2)F)S2C=NC1=C2CCCC1NC 1-(bis(tert-butyloxycarbonyl)amino-7-(7-fluoroimidazo[1,2-a]pyridin-3-yl)isoquinolin-4-yl)-N-methyl-4,5,6,7-tetrahydrobenzo[d]thiazol-4-amine